(Z)-2-(4-((6-bromohexyl)oxy)phenyl)-3-(3,4,5-tris(dodecyloxy)phenyl)acrylonitrile BrCCCCCCOC1=CC=C(C=C1)/C(/C#N)=C/C1=CC(=C(C(=C1)OCCCCCCCCCCCC)OCCCCCCCCCCCC)OCCCCCCCCCCCC